4-methyl-5-(8-methyl-[1,2,4]triazolo[1,5-a]pyridin-6-yl)-N-(piperidin-4-yl)-1H-pyrazole-3-carboxamide CC=1C(=NNC1C=1C=C(C=2N(C1)N=CN2)C)C(=O)NC2CCNCC2